P(=O)(O)(O)O.CC1=NNC(=C1)C 3,5-dimethylpyrazole phosphate